(5-(4-(trifluoromethyl)-phenoxy)-3,4-dihydroisoquinolin-2(1H)-yl)(1-(vinylsulfonyl)azetidin-3-yl)methanone FC(C1=CC=C(OC2=C3CCN(CC3=CC=C2)C(=O)C2CN(C2)S(=O)(=O)C=C)C=C1)(F)F